2,4-hexadienoic acid (sorbic acid) salt C(\C=C\C=C\C)(=O)O.C(C=CC=CC)(=O)O